lithium Lanthanum zirconium tantalum oxide [O-2].[Ta+5].[Zr+4].[La+3].[Li+]